C1(=CC=CC2=CC=CC=C12)C1=CC=C(C=C1)N(C1=CC=CC2=C1OC1=C2C=CC=C1)C1=CC=CC=2C3(C4=CC=CC=C4C12)C1=CC=CC=C1C=1C=CC=CC13 N-[4-(1-naphthyl)phenyl]-N-(9,9'-spirobi[9H-fluoren]-4-yl)dibenzofuran-4-amine